O1N=C(C2=C1C=CC=C2)C2=C(C=CC(=C2)Br)[C@H](CC2=NC=CC=C2)N (S)-1-[2-(Benzo[d]isoxazol-3-yl)-4-bromophenyl]-2-(pyridine-2-yl)ethan-1-amine